FC(S(=O)(=O)OC1=C2C3=C(C(OC2=CC(=C1)CCCCC)(C)C)C=CC(=C3)C)(F)F 6,6,9-trimethyl-3-pentyl-6H-benzo[c]chromen-1-yl trifluoromethanesulfonate